OCC1CC2C3CC(C(C2C1)C3)CO 4,8-bis(hydroxymethyl)-tricyclo[5.2.1.02,6]decane